di-tert-butyl (2R,4R)-4-((6-chloro-3-fluoro-4-(methylthio) pyridin-2-yl) methyl)-2-methylpiperidine-1,4-dicarboxylate ClC1=CC(=C(C(=N1)C[C@@]1(C[C@H](N(CC1)C(=O)OC(C)(C)C)C)C(=O)OC(C)(C)C)F)SC